2-(trifluoromethanesulfonyl)ethanesulfonic acid 2-propynyl ester C(C#C)OS(=O)(=O)CCS(=O)(=O)C(F)(F)F